(6-(tetrahydrofuran-3-yl)-6H-thieno[2,3-b]pyrrol-5-yl)methanol O1CC(CC1)N1C2=C(C=C1CO)C=CS2